C(=O)[O-].COC(C[N+]1(CCC(CC1)CCNC(C1=C(C=C(C=C1)NC=1C=2N(C=CN1)C(=CN2)C2=CC=C(C=C2)OC)C)=O)C)=O 1-(2-methoxy-2-oxoethyl)-4-(2-(4-((3-(4-methoxyphenyl)imidazo[1,2-a]pyrazin-8-yl)amino)-2-methylbenzamido)ethyl)-1-methylpiperidin-1-ium formate